1-vinyl-phenanthrene C(=C)C1=CC=CC=2C3=CC=CC=C3C=CC12